5,6-dimethoxypyridinecarboxamide COC=1C=CC(=NC1OC)C(=O)N